N[13C@@H](CC1=CC=CC=C1)C(=O)O Phenylalanine-13C